(R)-1-(3-(3-(1-(4-methyl-4H-1,2,4-triazol-3-yl)propan-2-yl)phenyl)-5-(trifluoromethyl)-1H-pyrazolo[4,3-b]Pyridin-7-yl)azetidin-3-ol CN1C(=NN=C1)C[C@@H](C)C=1C=C(C=CC1)C1=NNC=2C1=NC(=CC2N2CC(C2)O)C(F)(F)F